N-phenyl-3-diazobenzoamide C1(=CC=CC=C1)NC(C=1CC(C=CC1)=[N+]=[N-])=O